CC1CCC(CC1)C 1,4-dimethylcyclohexane